NC=1C=C(OC2=CC=C(C=C2)C2(S(=O)(=O)CCC2)C2=CC=C(C=C2)OC2=CC(=CC=C2)N)C=CC1 Bis[4-(3-aminophenoxy)phenyl]sulfolane